CC1N=N1 3-methyl-3H-diazirin